2-(4-Cyclobutyl-1-methyl-3-(2-(trifluoromethyl)thiazol-5-yl)-1H-pyrazol-5-yl)isoindoline-1,3-dione C1(CCC1)C=1C(=NN(C1N1C(C2=CC=CC=C2C1=O)=O)C)C1=CN=C(S1)C(F)(F)F